CC(C)(C)[S@](=O)/N=C/C1=CC(=C(C(=C1)OC)OC)OC (NE,S)-2-methyl-N-[(3,4,5-trimethoxyphenyl)methylene]propane-2-sulfinamide